1,7-dimethyl-6-nitro-4-oxo-1,4-dihydroquinoline-3-carboxylic acid CN1C=C(C(C2=CC(=C(C=C12)C)[N+](=O)[O-])=O)C(=O)O